C12CCCC(CC1)N2C(=O)OC2=CC(=CC=C2)C=2C=NC=C(C2)C=2OC=NN2 3-(5-(1,3,4-oxadiazol-2-yl)pyridin-3-yl)phenyl 8-azabicyclo[3.2.1]octane-8-carboxylate